C(C)(=O)C1=NN(C2=CC=C(C=C12)C=1C=NC(=NC1)C)CC(=O)N1[C@@H](C[C@H](C1)F)C(=O)NC1=NC(=CC=C1)I (2S,4R)-1-(2-(3-acetyl-5-(2-methylpyrimidin-5-yl)-1H-indazol-1-yl)acetyl)-4-fluoro-N-(6-iodopyridin-2-yl)pyrrolidine-2-carboxamide